3-[(3R,9aS)-8-(2-Chloro-6-fluoro-3-methoxybenzoyl)-3,4,6,7,9,9a-hexahydro-1H-pyrazino[2,1-c][1,4]oxazin-3-yl]-5-chloro-1H-pyridin-2-on ClC1=C(C(=O)N2C[C@H]3CO[C@@H](CN3CC2)C=2C(NC=C(C2)Cl)=O)C(=CC=C1OC)F